4-(benzyloxy)-3-methyl-1-((2-(trimethylsilyl)ethoxy)methyl)-1,3-dihydro-2H-benzo[d]imidazol-2-one C(C1=CC=CC=C1)OC1=CC=CC=2N(C(N(C21)C)=O)COCC[Si](C)(C)C